NC1=CC=C(C=C1)C(C(=O)OCC)(CC(F)(F)F)O Ethyl 2-(4-aminophenyl)-4,4,4-trifluoro-2-hydroxy-butanoate